NC1=CC=C(C=C1)C[C@@H](C(=O)NC=1C=C2C=C(N(C2=CC1)C(=O)OC(C)(C)C)C(=O)OC(C)(C)C)NC(C(=O)NC1=C(C=CC(=C1)Cl)N1N=NN=C1)=O Di-tert-butyl (S)-5-(3-(4-aminophenyl)-2-(2-((5-chloro-2-(1H-tetrazol-1-yl) phenyl) amino)-2-oxoacetamido) propionamido)-1H-indole-1,2-dicarboxylate